quinoxalin-2,3-dithiol N1=C(C(=NC2=CC=CC=C12)S)S